COC(CCCCC(OC)OC)=O 6,6-Dimethoxyhexanoic acid methyl ester